C12CN(CC(CC1)N2)C2=NC(=NC1=C(C(=C(C=C21)CC)C2=CC(=CC1=CC=CC=C21)O)F)OCC2(CC2)CN(C)C 4-(4-(3,8-diazabicyclo[3.2.1]octan-3-yl)-2-((1-((dimethylamino)methyl)cyclopropyl)methoxy)-6-ethyl-8-fluoroquinazolin-7-yl)naphthalen-2-ol